C(C1=CC=C(C(=O)OC=CCC)C=C1)(=O)OC=CCC dibutenyl terephthalate